[N+](=O)([O-])C1=CC=C(C=C1)S(=O)(=O)NC1=CC2=C(N=C(S2)NC(=O)C=2OC=CC2)C=C1 N-(6-((4-Nitrophenyl)sulfonamido)benzo[d]thiazol-2-yl)furan-2-carboxamide